C(C)(=O)N1CCC(CC1)C(=O)N1CCC(CC1)CCCCNC(=O)C=1C=CC=2N(C1)C=CN2 N-(4-{1-[(1-acetylpiperidin-4-yl)carbonyl]piperidin-4-yl}butyl)imidazo[1,2-a]pyridine-6-carboxamide